ClC1=NC=NC(=C1CCO)Cl 2-(4,6-dichloropyrimidin-5-yl)ethan-1-ol